1-(methylsulfonyl)-3-azetidinecarboxylic acid CS(=O)(=O)N1CC(C1)C(=O)O